(3S,11aR)-7-(4-(4-chloro-3-(trifluoromethyl)phenoxy)-3-fluorophenethoxy)-3,4-dihydro-1H,9H,11H-3,11a-methanopyrimido[6',1':2,3]imidazo[5,1-c][1,4]oxazin-9-one ClC1=C(C=C(OC2=C(C=C(CCOC3=NC(N4C(N5[C@@]6(CO[C@H](C5)C6)C4)=C3)=O)C=C2)F)C=C1)C(F)(F)F